ClC1=C(C=C(C=C1)F)C1=CC(=C(N=N1)C1CN(C1)C(=O)OC(C)(C)C)NC1=CC(=NC=C1)NC(CCN1CCN(CC1)C)=O tert-butyl 3-(6-(2-chloro-5-fluorophenyl)-4-((2-(3-(4-methylpiperazin-1-yl)propanamido)pyridin-4-yl)amino)pyridazin-3-yl)azetidine-1-carboxylate